The molecule is an amino oligosaccharide that is a dodecasaccharide derivative in which two tetrasaccharide branches, each formed from alpha-L-fucosyl-(1->4)-[beta-D-galactosyl-(1->3)]-N-acetyl-beta-D-glucosaminyl-(1->2)-alpha-D-mannose, are linked (1->3) and (1->6) to the mannose residue of a linear trisaccharide chain consisting of mannose linked beta(1->4) to an N-acetyl-beta-D-glucosamine residue which is itself linked beta(1->4) to an N-acetyl-beta-D-glucosamine residue at the reducing end. It has a role as an epitope. It is an amino oligosaccharide and a glucosamine oligosaccharide. C[C@H]1[C@H]([C@H]([C@@H]([C@@H](O1)O[C@@H]2[C@H](O[C@H]([C@@H]([C@H]2O[C@H]3[C@@H]([C@H]([C@H]([C@H](O3)CO)O)O)O)NC(=O)C)O[C@H]4[C@H]([C@@H]([C@H](O[C@@H]4OC[C@@H]5[C@H]([C@@H]([C@@H]([C@@H](O5)O[C@@H]6[C@H](O[C@H]([C@@H]([C@H]6O)NC(=O)C)O[C@@H]7[C@H](O[C@H]([C@@H]([C@H]7O)NC(=O)C)O)CO)CO)O)O[C@@H]8[C@H]([C@H]([C@@H]([C@H](O8)CO)O)O)O[C@H]9[C@@H]([C@H]([C@@H]([C@H](O9)CO)O[C@H]1[C@H]([C@@H]([C@@H]([C@@H](O1)C)O)O)O)O[C@H]1[C@@H]([C@H]([C@H]([C@H](O1)CO)O)O)O)NC(=O)C)O)CO)O)O)CO)O)O)O